Cyclohexanedimethanol C1CC(CCC1CO)CO